2-Chloro-4-[[5-(2,3-difluoro-4-methoxy-phenyl)-1-methyl-imidazole-2-carbonyl]amino]benzoic acid ClC1=C(C(=O)O)C=CC(=C1)NC(=O)C=1N(C(=CN1)C1=C(C(=C(C=C1)OC)F)F)C